5-bromo-2-methyl-7-nitro-1,3-benzoxazole BrC=1C=C(C2=C(N=C(O2)C)C1)[N+](=O)[O-]